benzyl ((S)-3-(t-butoxy)-1-((2R,5'S)-5'-carbamoyl-5,7-difluoro-3-oxo-3,4-dihydrospiro[benzo[b][1,4]oxazine-2,3'-pyrrolidin]-1'-yl)-1-oxopropan-2-yl)(methyl)carbamate C(C)(C)(C)OC[C@@H](C(=O)N1C[C@]2(C[C@H]1C(N)=O)C(NC1=C(O2)C=C(C=C1F)F)=O)N(C(OCC1=CC=CC=C1)=O)C